1-{4-[4-({3-methyl-4-[(3S)-oxan-3-yloxy]phenyl}amino)pyrido[3,2-d]pyrimidin-6-yl]piperazin-1-yl}but-2-yn-1-one CC=1C=C(C=CC1O[C@@H]1COCCC1)NC=1C2=C(N=CN1)C=CC(=N2)N2CCN(CC2)C(C#CC)=O